2-((5-phenyl-4H-1,2,4-triazol-3-yl)thio)-1-(p-tolyl)ethan-1-one C1(=CC=CC=C1)C=1NC(=NN1)SCC(=O)C1=CC=C(C=C1)C